COC=1C=C(C=C(C1)OC)N(CCNCC(F)(F)F)C=1C=C2N=C(C=NC2=CC1)C=1C=NN(C1CC)C N'-(3,5-Dimethoxyphenyl)-N'-[3-(5-ethyl-1-methylpyrazol-4-yl)quinoxalin-6-yl]-N-(2,2,2-trifluoroethyl)ethane-1,2-diamine